(S)-3-hydroxybutyric acid O[C@H](CC(=O)O)C